NC1=NNC2=NC=C(C=C21)C2=CC=C(CNC1=C(C(=O)N[C@@H](CO)C3=CC=C(C=C3)Br)C=C(C=N1)C(F)(F)F)C=C2 (R)-2-(4-(3-amino-1H-pyrazolo[3,4-b]pyridin-5-yl)benzylamino)-N-(1-(4-bromophenyl)-2-hydroxyethyl)-5-(trifluoromethyl)nicotinamide